CN1C2=NC(=NC(=C2N=C1)N1CC2(COC2)C1)C#CC=1N(C=C(N1)C1=CC=CC=C1)CCN1CCOCC1 6-[9-Methyl-2-[2-[1-(2-morpholinoethyl)-4-phenyl-imidazol-2-yl]ethynyl]purin-6-yl]-2-oxa-6-azaspiro[3.3]heptane